9-fluorononan-1-amine FCCCCCCCCCN